1-fluorocyclopropane-1-carboxylic acid 1,3-dioxoisoindolin-2-yl ester O=C1N(C(C2=CC=CC=C12)=O)OC(=O)C1(CC1)F